5-(3-(2,2-difluoroethyl)-2-methyl-3H-imidazo[4,5-b]pyridin-5-yl)-N-(trans-3-(methoxymethyl)cyclobutyl)pyrrolo[2,1-f][1,2,4]triazin-2-amine FC(CN1C(=NC=2C1=NC(=CC2)C=2C=CN1N=C(N=CC12)N[C@@H]1C[C@H](C1)COC)C)F